C(C)(=O)C1=CC=C(C=C1)S(=O)(=O)NC1=CC=C(C=C1)C=1SC2=C(N1)C=CC=C2 4-acetyl-N-[4-(1,3-benzothiazol-2-yl)phenyl]benzene-1-sulfonamide